5-bromo-7-(((tert-butyldimethylsilyl)oxy)methyl)-8-fluoro-3-methyl-1,2,3,4-tetrahydroquinoxalin-2-one BrC1=C2NC(C(NC2=C(C(=C1)CO[Si](C)(C)C(C)(C)C)F)=O)C